CC1=C(C(CCC1=O)(C)C)/C=C/C(=C/C=C/C(=C/C=C/C=C(\C)/C=C/C=C(\C)/C=C/C=C(\C)/CCC=C(C)C)/C)/C keto-γ-carotene